FC=1C(=C(C(=CC1)C)NC(\C=C\C1=CC2=C(N(C(N2)=O)C)C=C1)=O)C (E)-N-(3-fluoro-2,6-dimethylphenyl)-3-(1-methyl-2-oxo-2,3-dihydro-1H-benzo[d]imidazol-5-yl)acrylamide